BrC=1N=C(N(N1)C1=NC=C(C=N1)OC(F)F)C(C)NC(C1=CC(=CC(=C1)C(F)(F)F)C1CC1)=O N-[1-[5-bromo-2-[5-(difluoromethoxy)pyrimidin-2-yl]-1,2,4-triazol-3-yl]ethyl]-3-cyclopropyl-5-(trifluoromethyl)benzamide